IC1=CC=C(N=N1)NC1C[C@H]2CC[C@@H](C1)N2C(=O)OC(C)(C)C tert-butyl (1R,3R,5S)-3-[(6-iodopyridazin-3-yl) amino]-8-azabicyclo[3.2.1]octane-8-carboxylate